methyl 4-(benzyloxy)-3-bromo-6-methyl-2-(((trifluoromethyl)sulfonyl)oxy)benzoate C(C1=CC=CC=C1)OC1=C(C(=C(C(=O)OC)C(=C1)C)OS(=O)(=O)C(F)(F)F)Br